N[C@@H]1[C@@H](OCC12CCN(CC2)C=2N=CC(=NC2CO)SC=2C(=C(C=CC2)P(C)(C)=O)Cl)C (3-((5-((3S,4S)-4-amino-3-methyl-2-oxa-8-azaspiro[4.5]decan-8-yl)-6-(hydroxymethyl)pyrazin-2-yl)thio)-2-chlorophenyl)dimethylphosphine oxide